6-[(6R)-6-(1-cyclopropylpyrazol-4-yl)-3,6-dihydro-2H-pyran-4-yl]-8-[2-fluoro-4-(trifluoromethyl)phenyl]-2,3-dimethyl-pyrimido[5,4-d]pyrimidin-4-one C1(CC1)N1N=CC(=C1)[C@H]1C=C(CCO1)C=1N=C(C=2N=C(N(C(C2N1)=O)C)C)C1=C(C=C(C=C1)C(F)(F)F)F